C1(CO1)C1=CC(=CC(=C1)C1CO1)C1CO1 1,3,5-tris(1,2-epoxyethyl)benzene